CN(C(C(C1=CC=CC=C1)C1=CC=CC=C1)=O)C1=C(C(=O)O)C=CC=C1 2-(N-methyl-2,2-diphenylacetamido)benzoic acid